NC1=NN2C(C(=CC(=C2)C=2C=NN(C2)C2CNC2)C(=O)N[C@@H](C)CC)=N1 2-Amino-6-[1-(azetidin-3-yl)-1H-pyrazol-4-yl]-N-[(2S)-butan-2-yl][1,2,4]triazolo[1,5-a]pyridine-8-carboxamide